N-[4-[1-(4-ethynylphenyl)-1-methyl-prop-2-ynyl]thiazol-2-yl]-2,6-difluoro-4-piperazin-1-yl-benzamide C(#C)C1=CC=C(C=C1)C(C#C)(C)C=1N=C(SC1)NC(C1=C(C=C(C=C1F)N1CCNCC1)F)=O